C(C)(=O)OCCCCCCCCCC=CCCC 10-tetradecen-1-yl acetate